1,2-diaminoanthraquinone NC1=C(C=CC=2C(C3=CC=CC=C3C(C12)=O)=O)N